(S)-N-(5-(4-(tert-butyl)-1H-imidazol-1-yl)-pyridin-2-yl)-2-((2-(4-cyano-phenyl)propyl)-amino)-2-phenyl-acetamide C(C)(C)(C)C=1N=CN(C1)C=1C=CC(=NC1)NC([C@H](C1=CC=CC=C1)NCC(C)C1=CC=C(C=C1)C#N)=O